OC(CCCCCCCCC(=O)O)CC=CC 10-hydroxytetradec-12-enoic acid